1,3-dimethylimidazole methylphosphite COP(O)O.CN1CN(C=C1)C